C(#N)C1(CC1)NS(=O)(=O)C1=CC=C2C3=C(N(C2=C1)C=1SC(=NN1)C(C)C)N=CN=C3N3CCN(CC3)C(=O)C3CC3 N-(1-Cyanocyclopropyl)-4-(4-(cyclopropanecarbonyl)piperazin-1-yl)-9-(5-isopropyl-1,3,4-thiadiazol-2-yl)-9H-pyrimido[4,5-b]indole-7-sulfonamide